Cl.C(C)(=O)OCC ethyl acetate hydrochloride